Trimethylammonium tetrakis(p-tolyl)borat C1(=CC=C(C=C1)[B-](C1=CC=C(C=C1)C)(C1=CC=C(C=C1)C)C1=CC=C(C=C1)C)C.C[NH+](C)C